ClC1([C@H]([C@@H]1C1=CC(=C(C(=C1)Cl)Cl)Cl)C(=O)NC1=C(C(=C(C=C1)F)NC(C(C)OCC)=O)F)Cl (1R,3R)-2,2-Dichloro-N-(3-(2-ethoxypropanamido)-2,4-difluorophenyl)-3-(3,4,5-trichlorophenyl)cyclopropane-1-carboxamide